trans-4-cycloocten-1-ol C1(CC\C=C\CCC1)O